C(C)SC1=NC=CC=C1 2-(ethylthio)pyridin